[6-(difluoromethyl)-2-(methoxymethyl)imidazo[2,1-b][1,3,4]thiadiazol-5-yl]methanamine hydrochloride Cl.FC(C=1N=C2SC(=NN2C1CN)COC)F